NCCC=1C=C2C(=NC1)C(C(N2C)=O)(C)C 6-(2-aminoethyl)-1,3,3-trimethyl-1,3-dihydro-2H-pyrrolo[3,2-b]pyridin-2-one